N-(4-carbamoyl-benzyl)-1-(4-(cyclopropylmethyl)-benzyl)-1H-pyrazole-4-carboxamide C(N)(=O)C1=CC=C(CNC(=O)C=2C=NN(C2)CC2=CC=C(C=C2)CC2CC2)C=C1